C1(CC1)C1=NN(C=N1)C1CC2(CN(C2)C(=O)N2CC3(C2)CN(C3)CC=3N=COC3C(F)(F)F)C1 [6-(3-cyclopropyl-1,2,4-triazol-1-yl)-2-azaspiro[3.3]heptan-2-yl]-[6-[[5-(trifluoromethyl)oxazol-4-yl]methyl]-2,6-diazaspiro[3.3]heptan-2-yl]methanone